FC(C(=O)NC(CO)(C)C)(F)C1=CC=C(S1)C(=O)NC1=CC(=C(C=C1)F)C 5-(1,1-difluoro-2-((1-hydroxy-2-methylpropan-2-yl)amino)-2-oxoethyl)-N-(4-fluoro-3-methylphenyl)thiophene-2-carboxamide